CN1C(=CC=2C1=NC(=CN2)C=O)C2(CC2)C(F)(F)F 5-methyl-6-[1-(trifluoromethyl)cyclopropyl]pyrrolo[2,3-b]pyrazine-3-carbaldehyde